ClC1=C(C=CC(=C1)OC)CC(=O)NC1=CC(=C(C=C1)N1N=CC(=C1)C#N)S(N)(=O)=O 2-(2-Chloro-4-methoxyphenyl)-N-[4-(4-cyano-1H-pyrazol-1-yl)-3-sulfamoylphenyl]acetamide